ethyl (4E)-3,3-difluoro-4-[3-(3-methylphenyl)prop-2-yn-1-ylidene]piperidine-1-carboxylate FC/1(CN(CC\C1=C/C#CC1=CC(=CC=C1)C)C(=O)OCC)F